2-(((6-fluoro-1-(4-fluorobenzyl)-1H-indol-5-yl)methyl)amino)ethan-1-ol FC1=C(C=C2C=CN(C2=C1)CC1=CC=C(C=C1)F)CNCCO